(R)-N-[4-[8-amino-6-methyl-3-(trideuteriomethyl)imidazo[1,5-a]pyrazin-1-yl]-2-fluorophenyl]-2-(3-fluorophenyl)-2-hydroxy-acetamide NC=1C=2N(C=C(N1)C)C(=NC2C2=CC(=C(C=C2)NC([C@H](O)C2=CC(=CC=C2)F)=O)F)C([2H])([2H])[2H]